3-(trifluoromethyl)-1a,6a-dihydrocyclopropa[a]inden-6(1H)-one FC(C=1C=CC=2C(C3C(C2C1)C3)=O)(F)F